CN1C=CC2=CC(=CC=C12)CCO 2-(1-methyl-1H-indol-5-yl)ethan-1-ol